[6-(3-Chloro-1H-pyrazol-4-yl)-1-[2-(dimethylamino)ethyl]pyrrolo[3,2-c]pyridin-3-yl]-(6-fluorochroman-3-yl)methanone ClC1=NNC=C1C1=CC2=C(C=N1)C(=CN2CCN(C)C)C(=O)C2COC1=CC=C(C=C1C2)F